COC1=C(C=CC(=C1)OC)C1CC(=NCCS1)C=1C(OC(=CC1O)C)=O 3-[7-(2,4-Dimethoxyphenyl)-2,3,6,7-tetrahydro-1,4-thiazepin-5-yl]-4-hydroxy-6-methyl-2H-pyran-2-one